BrC1=CC(=C2N=CC=NC2=C1)O[C@H]1CC[C@H](CC1)N1C(C2=CC=CC=C2C1=O)=O 2-[(cis)-4-(7-bromoquinoxalin-5-yl)oxy-cyclohexyl]Isoindoline-1,3-dione